tert-butyl cyclobutyl(1-(6-(2-(methoxymethoxy)-4-(5-methylthiophen-2-yl)phenyl)pyridazin-3-yl)pyrrolidin-3-yl)carbamate C1(CCC1)N(C(OC(C)(C)C)=O)C1CN(CC1)C=1N=NC(=CC1)C1=C(C=C(C=C1)C=1SC(=CC1)C)OCOC